NC1=CC2=C(N=C(S2)N2CCN(CC2)C(=O)OC(C)(C)C)C=C1 tert-butyl 4-(6-aminobenzo[d]thiazol-2-yl)piperazine-1-carboxylate